(R)-N-(2-(5-(3-aminopiperidine-1-carbonyl)-7-methoxy-1-methyl-1H-benzo[d]imidazol-2-yl)-1-(cyclopropylmethyl)-1H-pyrrolo[2,3-b]pyridin-6-yl)-N-methylpropane-2-sulfonamide N[C@H]1CN(CCC1)C(=O)C1=CC2=C(N(C(=N2)C2=CC=3C(=NC(=CC3)N(S(=O)(=O)C(C)C)C)N2CC2CC2)C)C(=C1)OC